ClC1=C(C(=CC=C1)Cl)N(C(CO)=O)C1=CC=CC=C1 N-(2,6-dichlorophenyl)-2-hydroxy-N-phenyl-acetamide